CC=CCC=CCCCCCCC(=O)[O-] dodeca-2,5-diene-12-carboxylate